3-(3,3-Difluorocyclobutyl)-1-(4-((5-fluoro-2-oxopyridin-1(2H)yl)methyl)benzyl)-1H-pyrazole-4-carboxylic acid FC1(CC(C1)C1=NN(C=C1C(=O)O)CC1=CC=C(C=C1)CN1C(C=CC(=C1)F)=O)F